(3S,5S,8S,9S,10S,13R,14S,17R)-3,10-diethyl-13-methyl-17-((2R,5R)-6,6,6-trifluoro-5-hydroxy-5-methylhexan-2-yl)hexadecahydro-1H-cyclopenta[a]phenanthren-3-ol C(C)[C@@]1(CC[C@@]2([C@H]3CC[C@@]4([C@H](CC[C@H]4[C@@H]3CC[C@H]2C1)[C@H](C)CC[C@@](C(F)(F)F)(C)O)C)CC)O